BrC=1C=C(C=C(C1Cl)Br)I 3,5-dibromo-4-chloroiodobenzene